5-chloro-2,4-disulfamyl-aniline ClC=1C(=CC(=C(N)C1)S(N)(=O)=O)S(N)(=O)=O